O[C@@H](CNC)C=1C=C(C=CC1)O (R)-3-[1-hydroxy-2-(methylamino)ethyl]phenol